2,4-dipropylimidazole C(CC)C=1NC=C(N1)CCC